5-(2-methylimidazo[1,2-b]pyridazin-6-yl)-N-(pyridin-4-yl)-7H-pyrrolo[2,3-d]pyrimidin-2-amine CC=1N=C2N(N=C(C=C2)C2=CNC=3N=C(N=CC32)NC3=CC=NC=C3)C1